FC1=NN(C=C1C=1C=CC2=C(C1)COC=1N=C(SC12)N(C1CC(NC(C1)(C)C)(C)C)C)C(=O)OC(C)(C)C tert-Butyl 3-fluoro-4-(2-(methyl (2,2,6,6-tetramethylpiperidin-4-yl) amino)-5H-isochromeno[3,4-d]thiazol-7-yl)-1H-pyrazole-1-carboxylate